FC1=C(C(=C(C=C1F)F)F)S(=O)(=O)NC1CCN(CC1)C=1C2=C(N=CN1)N(C=C2)COCC[Si](C)(C)C 2,3,5,6-tetrafluoro-N-(1-(7-((2-(trimethylsilyl)ethoxy)methyl)-7H-pyrrolo[2,3-d]pyrimidin-4-yl)piperidin-4-yl)benzenesulfonamide